C(OC(CCO)CCCOCC1=CC=CC=C1)(OCCCN(CC)CC)=O 6-(benzyloxy)-1-hydroxyhexan-3-yl (3-(diethylamino)propyl) carbonate